trans-Methyl 4-((3-(2-cyclopropylthiazol-5-yl)phenyl)((4-(6-(dimethylamino)pyridin-3-yl)bicyclo[2.2.2]octan-1-yl)methyl)carbamoyl)-cyclohexanecarboxylate C1(CC1)C=1SC(=CN1)C=1C=C(C=CC1)N(C(=O)[C@@H]1CC[C@H](CC1)C(=O)OC)CC12CCC(CC1)(CC2)C=2C=NC(=CC2)N(C)C